[Y+3].C1(=CC=CC=C1)C1=C(C(=NN=N1)C1=C(C2=C(OC3=C2C=CC=C3)C=C1)C1=C(C=CC=C1)C1=CC=CC=C1)C1=C(C(=CC=3C2=CC=CC=C2CC13)C)C [Phenyl(dimethylfluorenyl)triazinyl](biphenylyl)dibenzofuran yttrium (III)